ONC(\C=C\C1=C(C=CC=C1)N1CCN(CC1)S(=O)(=O)C=1N(C=CN1)C)=O (E)-N-hydroxy-3-(2-(4-((1-methyl-1H-imidazol-2-yl)sulfonyl)piperazin-1-yl)phenyl)acrylamide